C1=2OCCCNC2C(C1=O)=O 2-oxa-6-azabicyclo[5.2.0]non-1(7)-ene-8,9-dione